CS(=O)(=O)OCOC(=O)N1CC2=CC=CC=C2CC1 (((methylsulfonyl)oxy)methyl)-3,4-dihydroisoquinoline-2(1H)-carboxylate